Calcium 3-chlorosalicylate ClC1=C(C(C(=O)[O-])=CC=C1)O.[Ca+2].ClC1=C(C(C(=O)[O-])=CC=C1)O